6-amino-N-(2-{9-amino-1,4-dioxa-7-azaspiro[4.4]nonan-7-yl}-5,6,7,8-tetrahydroquinolin-6-yl)-2-methylthieno[2,3-d][1,3]thiazole-5-carboxamide NC1=C(SC=2N=C(SC21)C)C(=O)NC2CC=1C=CC(=NC1CC2)N2CC1(OCCO1)C(C2)N